OCCCCC1=CC=C(C=C1)C1CCN(CC1)C1=CC(=C(C#N)C=C1)C(F)(F)F 4-(4-(4-(4-hydroxy-butyl)phenyl)piperidin-1-yl)-2-(trifluoromethyl)benzonitrile